C12(C(CCC(C1(C)C)C2)(C)CC(=O)O)C21C(CCC(C2(C)C)C1)(C)C12C(CCC(C1(C)C)C2)C.C(C)(=O)OC(C)(C)C2CC=C(CC2)C 2-(4-methyl-1-cyclohex-3-enyl)propan-2-yl acetate (terpinyl-acetate)